ClC(C(C(=O)N(O)CC1=CC2=C(OC(O2)(F)F)C=C1Cl)(C)C)Cl 3,3-dichloro-N-[(6-chloro-2,2-difluoro-1,3-benzodioxol-5-yl)methyl]-N-hydroxy-2,2-dimethyl-propanamide